N-(4-((2-(1,1-difluoroethyl)-6-methylpyrimidin-4-yl)amino)-5-(5-(dimethylamino)pyridazin-3-yl)pyridin-2-yl)acetamide FC(C)(F)C1=NC(=CC(=N1)NC1=CC(=NC=C1C=1N=NC=C(C1)N(C)C)NC(C)=O)C